7-(1-ethylcyclobutyl)-2-(((3S,4R)-3-hydroxytetrahydro-2H-pyran-4-yl)amino)pyrrolo[2,1-f][1,2,4]triazine-6-carbonitrile C(C)C1(CCC1)C1=C(C=C2C=NC(=NN21)N[C@H]2[C@@H](COCC2)O)C#N